C1C2CC3(CC(CC13)C2)NCCCCCCCOC2=C1C(N(C(=NC1=CC=C2)C(F)(F)F)C2C(NC(CC2)=O)=O)=O 3-(5-((7-(((3as,6as)-hexahydro-2,5-methanopentalen-3a(1H)-yl)amino)heptyl)oxy)-4-oxo-2-(trifluoromethyl)quinazolin-3(4H)-yl)piperidine-2,6-dione